4-(4-((difluoromethyl)sulfonyl)benzyl)-N-hydroxy-3-oxo-3,4-dihydro-2H-benzo[b][1,4]oxazine-6-carboxamide FC(S(=O)(=O)C1=CC=C(CN2C3=C(OCC2=O)C=CC(=C3)C(=O)NO)C=C1)F